(S)-2-(4-(6-((4-(1H-1,2,4-triazol-1-yl)benzyl)oxy)pyridin-2-yl)-2,5-difluorobenzyl)-1-(4,4-dimethyltetrahydrofuran-3-yl)-1H-benzo[d]imidazole-6-carboxylic acid N1(N=CN=C1)C1=CC=C(COC2=CC=CC(=N2)C2=CC(=C(CC3=NC4=C(N3[C@@H]3COCC3(C)C)C=C(C=C4)C(=O)O)C=C2F)F)C=C1